C(C=CC=CCCCCCCC=CCCCCC)(=O)N1CCCCC1 2,4,12-octadecatrienoic acid piperidide